1-cyclohexyl-5-(trifluoromethyl)-1H-pyrazole C1(CCCCC1)N1N=CC=C1C(F)(F)F